[N+](=O)([O-])C=CC1CC1 1-(2-nitrovinyl)cyclopropane